[Na].CN1N=CC(=C1)N(S(=O)(=O)NC(C)=O)C[C@H]1N(CCC1)C N-[(1-methyl-1H-pyrazol-4-yl)({[(2S)-1-methylpyrrolidin-2-yl]methyl})sulfamoyl]acetamide sodium salt